C(CCCCCCCCC)OCC(CO)O 3-decyloxy-1,2-propanediol